ClC=1C=C2C(=C(NC2=CC1)C(=O)OCC)C=1N=NN(C1)CC1CCN(CC1)CCNS(=O)(=O)C1=CC=C(C=C1)CC Ethyl 5-chloro-3-(1-((1-(2-((4-ethylphenyl)sulfonamido)ethyl)piperidin-4-yl)methyl)-1H-1,2,3-triazol-4-yl)-1H-indole-2-carboxylate